tert-butyl 3-[[3-(benzyloxy)-5-bromopyrazin-2-yl]oxy]pyrrolidine-1-carboxylate C(C1=CC=CC=C1)OC=1C(=NC=C(N1)Br)OC1CN(CC1)C(=O)OC(C)(C)C